Sulphit S(=O)([O-])[O-]